C1(=CC=CC=C1)[O-].N12CCCCCC2=NCCC1 1,8-diaza-bicyclo(5.4.0)-7-undecene phenolate